3,5-diiodosalicyloyl chloride IC1=C(C(C(=O)Cl)=CC(=C1)I)O